4-((4-phenoxyphenyl)amino)-5-(tetrahydrofuran-2-yl)pyrimidine-2-carbaldehyde O(C1=CC=CC=C1)C1=CC=C(C=C1)NC1=NC(=NC=C1C1OCCC1)C=O